[C@H]12CN(C[C@H](CC1)N2)C2=NC(=NC1=C(C(=CC=C21)C2=CC(=CC1=CC=CC=C21)O)F)CCNS(=O)(=O)C N-(2-(4-((1R,5S)-3,8-diazabicyclo[3.2.1]octan-3-yl)-8-fluoro-7-(3-hydroxynaphthalen-1-yl)quinazolin-2-yl)ethyl)methanesulfonamide